2-Cyclopentyl-4-(6-fluoro-2-(3-methyl-5-(trifluoromethoxy)phenyl)-2H-pyrazolo[4,3-b]pyridin-7-yl)benzoic Acid C1(CCCC1)C1=C(C(=O)O)C=CC(=C1)C=1C=2C(N=CC1F)=CN(N2)C2=CC(=CC(=C2)OC(F)(F)F)C